4-allylaniline C(C=C)C1=CC=C(N)C=C1